(2,3-dihydro-1H-inden-5-yl)methan-amine C1CCC2=CC(=CC=C12)CN